C1(CCC1)C=1SC(=CN1)C1=C(C(=O)O)C=C(C=C1)NC(=O)C1(CC1)C1=C(C=C(C=C1)OC(F)(F)F)F 2-(2-Cyclobutyl-1,3-thiazol-5-yl)-5-[({1-[2-fluoro-4-(trifluoromethoxy)phenyl]cyclopropyl}carbonyl)amino]benzoic acid